2-(tetrahydrofuran-3-yl)acetic acid O1CC(CC1)CC(=O)O